Tert-butyl (2-((4-amino-6-chloropyrimidin-5-yl)oxy)ethyl)(ethyl)carbamate NC1=NC=NC(=C1OCCN(C(OC(C)(C)C)=O)CC)Cl